FCC(CO)OC1=CC2=C(N=C(S2)\C(=C\C=C)\C=2C=NC(=CC2)N(C)C)C=C1 1-fluoro-2-(2-((1E,3E)-1-(6-(dimethylamino)pyridine-3-yl)buta-1,3-dienyl)benz[d]thiazole-6-yloxy)-2-hydroxymethyl-ethane